C(C)C=1N=C2N(C(C1C=1C=NN(C1)CC(C(F)(F)F)(F)F)=O)C=CC(=C2)OC 2-Ethyl-8-methoxy-3-(1-(2,2,3,3,3-pentafluoropropyl)-1H-pyrazol-4-yl)-4H-pyrido[1,2-a]pyrimidin-4-one